(R)-2-fluoro-N-(8-methylisoquinolin-1-yl)-N-(piperidin-3-yl)-4-(thieno[2,3-d]pyrimidin-2-ylamino)benzamide FC1=C(C(=O)N([C@H]2CNCCC2)C2=NC=CC3=CC=CC(=C23)C)C=CC(=C1)NC=1N=CC2=C(N1)SC=C2